IC1=CNC(C2=CC=C(C=C12)NC(OC(C)(C)C)=O)=O tert-butyl (4-iodo-1-oxo-1,2-dihydroisoquinolin-6-yl)carbamate